2-methyl-6H-thieno[2,3-b]pyrrole-5-carboxylic acid ethyl ester C(C)OC(=O)C1=CC2=C(N1)SC(=C2)C